C(C)(=O)OC\C=C\COC(C)=O trans-1,4-diacetoxy-2-butene